C1(CCCCC1)B(O)O cyclohexylboronic acid